4-[4-cyano-2-({[(2'R,4S)-6-(1-methyl-1H-pyrazol-5-yl)-2,3-dihydrospiro[chromene-4,1'-cyclopropane]-2'-yl]Carbonyl}amino)phenyl]Butyric acid C(#N)C1=CC(=C(C=C1)CCCC(=O)O)NC(=O)[C@H]1[C@]2(C1)CCOC1=CC=C(C=C12)C1=CC=NN1C